2',3'-dideoxy-3'-thiacytidine [C@@H]1(CS[C@@H](CO)O1)N1C(=O)N=C(N)C=C1